6-bromo-4-[6,7-difluoro-1-(oxan-2-yl)indazol-4-yl]-2-[(4-methoxyphenyl)methoxy]-1,7-phenanthroline-3-amine BrC=1C=C2C(=C(C(=NC2=C2C=CC=NC12)OCC1=CC=C(C=C1)OC)N)C1=C2C=NN(C2=C(C(=C1)F)F)C1OCCCC1